BrC1=CC(=CC2=C1N=C(S2)C)N 4-bromo-2-methyl-1,3-benzothiazol-6-amine